NC=1C=2N(C(=CN1)Cl)C(=NC2C2=CC=C(C=C2)[C@](C)(C2=CC(=CC=C2)C(F)(F)F)O)[C@H]2CN1C(CC[C@@H]1CC2)=O (6R,8aS)-6-(8-amino-5-chloro-1-(4-((R)-1-hydroxy-1-(3-(trifluoromethyl)phenyl)ethyl)phenyl)imidazo[1,5-a]pyrazin-3-yl)hexahydroindolizin-3(2H)-one